C(C)(C)(C)OC(CCOCCN1CCN(CC1)C(=O)OCC1=CC=CC=C1)=O benzyl 4-(2-(3-(tert-butoxy)-3-oxopropoxy)ethyl)piperazine-1-carboxylate